CC1=CC[C@@H](CC1)C(=C)CCC=C(C)C (R)-beta-bisabolene